OC(CC)C1=CC(=C(C=N1)C1=NC=C2C=C(N=CC2=C1)NC(=O)[C@@H]1OCC1)C (2R)-N-(7-{6-[1-hydroxypropyl]-4-methylpyridin-3-yl}-2,6-naphthyridin-3-yl)oxetane-2-carboxamide